FC1(C(=CC(N2[C@H](CCC12)C(=O)OC)=O)O)F Methyl (3R)-8,8-difluoro-7-hydroxy-5-oxo-1,2,3,5,8,8a-hexahydroindolizine-3-carboxylate